1-(1H-indol-6-yl)-3-(3-oxo-4-(pyridin-4-ylmethyl)-3,4-dihydro-2H-benzo[b][1,4]oxazin-7-yl)urea N1C=CC2=CC=C(C=C12)NC(=O)NC=1C=CC2=C(OCC(N2CC2=CC=NC=C2)=O)C1